N1,N1-dimethyl-N4-(1-methyl-4-(1,2,3,6-tetrahydropyridin-4-yl)-1H-pyrazol-3-yl)benzene-1,4-disulfonamide CN(S(=O)(=O)C1=CC=C(C=C1)S(=O)(=O)NC1=NN(C=C1C=1CCNCC1)C)C